tert-butyl (6-chloro-3-iodo-9H-pyrido[2,3-b]indol-8-yl)(methyl)carbamate ClC=1C=C2C3=C(NC2=C(C1)N(C(OC(C)(C)C)=O)C)N=CC(=C3)I